2-[2-[[6-[3-(dimethylamino)propyl]-1,3-benzothiazol-2-yl]methylcarbamoyl]indan-2-yl]acetic acid CN(CCCC1=CC2=C(N=C(S2)CNC(=O)C2(CC3=CC=CC=C3C2)CC(=O)O)C=C1)C